CC1(COC(OC1)=O)C(=O)OCC#C 5-methyl-5-propargyloxycarbonyl-1,3-dioxan-2-one